ONC(C1=CC=C(C=C1)OCCNC(=O)C=1OC2=C(C1CN(C)C)C=CC=C2)=O N-hydroxy-4-{2-[3-(N,N-dimethylaminomethyl)benzofuran-2-ylcarbonylamino]ethoxy}benzamide